2-methyl-4-phenylbut-3-yne CC(C)C#CC1=CC=CC=C1